FC1=C2C=CN(C2=C(C=C1)C)C1=CC(=CC=C1)N1CCC(CC1)O 4-fluoro-N-(3-(4-hydroxypiperidin-1-yl)phenyl)-7-methyl-1H-indole